para-hydroxybenzoic acid 2-hexyldecyl ester C(CCCCC)C(COC(C1=CC=C(C=C1)O)=O)CCCCCCCC